CN(CCOC1=NC=C(C=C1)B1OC(C(O1)(C)C)(C)C)C N,N-dimethyl-2-[[5-(4,4,5,5-tetramethyl-1,3,2-dioxaborolan-2-yl)-2-pyridyl]oxy]ethanamine